3-(6-((6-methoxy-2-methyl-1,2,3,4-tetrahydroisoquinolin-7-yl)amino)-1H-pyrazolo[3,4-d]pyrimidin-1-yl)-2,2-dimethylbutanenitrile Hydrochloride Cl.COC=1C=C2CCN(CC2=CC1NC1=NC=C2C(=N1)N(N=C2)C(C(C#N)(C)C)C)C